COCC(C(=O)O)(CC)COC 2,2-bis(methoxymethyl)butyric acid